N1=CC(=CC=C1)C1N(CCCC1)C1=CC=C(C(=N1)C=1C=NC=CC1)O 6-(2-(pyridin-3-yl)piperidine-1-yl)-[2,3'-bipyridin]-3-ol